3-Hydroxy-heptadecanoic acid OC(CC(=O)O)CCCCCCCCCCCCCC